t-butyl-tin trinaphthate C1(=CC=CC2=CC=CC=C12)C(=O)[O-].C1(=CC=CC2=CC=CC=C12)C(=O)[O-].C1(=CC=CC2=CC=CC=C12)C(=O)[O-].C(C)(C)(C)[Sn+3]